3-tert-Butoxycarbonyl-aminopentanedioic acid C(C)(C)(C)OC(=O)C(C(C(=O)O)N)CC(=O)O